FC1=C(CN2N=C3N([C@H](CCC3)C(=O)N3CCCC3)C2=O)C=CC=C1C(F)(F)F |r| (5RS)-2-[2-Fluoro-3-(trifluoromethyl)benzyl]-5-(pyrrolidin-1-ylcarbonyl)-5,6,7,8-tetrahydro[1,2,4]triazolo[4,3-a]pyridin-3(2H)-on